2,5-bis(1,3,2-dioxaborolan-2-yl)thiophene O1B(OCC1)C=1SC(=CC1)B1OCCO1